C1(C(CC2=CC=CC=C12)=O)=O.[C] carbon indandione